BrC=1C=C(SC1)[C@H]1[C@@H](C1)NC(OC(C)(C)C)=O tert-butyl (trans-2-(4-bromothiophen-2-yl)cyclopropyl)carbamate